2-((4-(5,6-dimethylpyrimidin-4-yl)piperazin-1-yl)methyl)oxazole CC=1C(=NC=NC1C)N1CCN(CC1)CC=1OC=CN1